5-[(1R,5S)-8-tert-Butoxycarbonyl-8-azabicyclo[3.2.1]octan-3-yl]-2-methyl-benzoic acid C(C)(C)(C)OC(=O)N1[C@H]2CC(C[C@@H]1CC2)C=2C=CC(=C(C(=O)O)C2)C